CN(C)CC1=CC(=CC2=C1N=C(S2)N)C(F)(F)F 4-((dimethylamino)methyl)-6-(trifluoromethyl)benzo[d]thiazol-2-amine